FC(C(C)(C)O)(F)C=1C(=C(C=CC1)[C@@H](C)NC1=NC(=NC2=CC3=C(C=C12)C(C(N3C)=O)(C)COC)C)F (((R)-1-(3-(1,1-difluoro-2-hydroxy-2-methylpropyl)-2-fluorophenyl)ethyl)amino)-6-(methoxymethyl)-2,6,8-trimethyl-6,8-dihydro-7H-pyrrolo[3,2-g]quinazolin-7-one